ClC1=CC=C2C(=C(NC2=C1Cl)C1=NNC(=N1)C(COC)(F)F)C=1C=NNC1 6,7-dichloro-2-(5-(1,1-difluoro-2-methoxyethyl)-1H-1,2,4-triazol-3-yl)-3-(1H-pyrazol-4-yl)-1H-indole